(2R,3S)-2-(3,4-dihydroxyphenyl)-3,4,5-trihydroxy-[(2S,3R)-2,3-dihydroxy-3-(4-hydroxyphenyl)propyl]benzoic acid OC=1C=C(C=CC1O)C1=C(C(=O)O)C(=C(C(=C1O)O)O)C[C@@H]([C@@H](C1=CC=C(C=C1)O)O)O